5-(5,5-dimethylbenzo[b][1,8]naphthyridin-10(5H)-yl)selenophene-2-carbaldehyde CC1(C2=C(N(C=3N=CC=CC13)C1=CC=C([Se]1)C=O)C=CC=C2)C